3-fluoro-4-((2r,4r)-2-(hydroxymethyl)-6,9-dioxo-5-(4-(trifluoromethyl)benzyl)-5,8-diazaspiro[3.5]nonan-8-yl)benzonitrile FC=1C=C(C#N)C=CC1N1CC(N(C2(CC(C2)CO)C1=O)CC1=CC=C(C=C1)C(F)(F)F)=O